B(O)(O)CCC[C@@]12[C@@H](N(CC1)CC)CN[C@@H]2C(=O)O (3aR,4S,6aR)-3a-(3-boronopropyl)-1-ethyl-octahydropyrrolo[3,4-b]pyrrole-4-carboxylic acid